COCCOC=1C=CC=CC1OCCOC 3,4-bis-(2-methoxyethoxy)-benzene